C(C)(C)C=1C=NN2C1N=C(N=C2)OC2CCN(CC2)C 8-isopropyl-2-((1-methylpiperidin-4-yl)oxy)pyrazolo[1,5-a][1,3,5]triazin